ClC=1C=C2C(CC(C2=CC1Cl)=O)=O 5,6-dichloro-1,3-indendione